FC(S(=O)(=O)OC1=CC2=C([C@@H](CO2)N)C=C1)(F)F (3S)-3-amino-2,3-dihydro-1-benzofuran-6-yl trifluoromethanesulfonate